C1(CCC1)[C@H](C)NCC1=CC=C2CN(C(C2=C1)=O)C1=NC(=CC(=C1)C1=C(C=C(C#N)C=C1)C1=NN=CN1C)C1CC1 4-{2-[6-({[(1S)-1-cyclobutylethyl]amino}methyl)-1-oxo-3H-isoindol-2-yl]-6-cyclopropylpyridin-4-yl}-3-(4-methyl-1,2,4-triazol-3-yl)benzonitrile